C12CNCC(C1NC(OC(C)(C)C)=O)C2 tert-butyl (endo-3-azabicyclo[3.1.1]heptan-6-yl)carbamate